OCC1(COC1)NC(OC(C)(C)C)=O tert-butyl (3-(hydroxymethyl)oxetan-3-yl)carbamate